7-deaza-2'-C-methyladenosine phosphoramidite P(O)(N)OC[C@@H]1[C@H]([C@]([C@@H](O1)N1C=CC=2C(N)=NC=NC12)(O)C)O